4-(3-(4'-Cyclopropoxy-[1,1'-biphenyl]-4-yl)-5-(quinoxalin-6-yl)-4,5-dihydro-1H-pyrazol-1-yl)-4-oxobutanoic acid C1(CC1)OC1=CC=C(C=C1)C1=CC=C(C=C1)C1=NN(C(C1)C=1C=C2N=CC=NC2=CC1)C(CCC(=O)O)=O